CC1(C(NC2CC12)=O)C(=O)OC Methyl 4-methyl-3-oxo-2-azabicyclo[3.1.0]hexane-4-carboxylate